CC=1C=C2C(C=C(OC2=C(C1)C(C)NC1=C(C(=O)O)C=CC=C1)C=1C=NC(=NC1)C)=O 2-[1-[6-Methyl-2-(2-methylpyrimidin-5-yl)-4-oxo-chromen-8-yl]ethylamino]benzoic acid